C(=C)OC1=C(C=CC=C1)C#CC1=CSC=C1 3-((2-(vinyloxy)phenyl)ethynyl)thiophene